(3-fluoroazetidine-3-yl)methyl 4-((5-cyclopropyl-3-isopropylpyrazolo[1,5-a]pyrimidin-7-yl)amino)piperidine-1-carboxylate C1(CC1)C1=NC=2N(C(=C1)NC1CCN(CC1)C(=O)OCC1(CNC1)F)N=CC2C(C)C